FC1=C(C=C(C(=C1)OC)F)N1CCN(CC1)C(CN1N=C(C2=C1CCC2)C(=O)N2C[C@H](O[C@H](C2)C)C)=O 1-[4-(2,5-Difluoro-4-methoxyphenyl)piperazin-1-yl]-2-{3-[(2R,6S)-2,6-dimethylmorpholin-4-carbonyl]-5,6-dihydrocyclopenta[c]pyrazol-1(4H)-yl}ethan-1-on